FC(C1=NNC=C1C=1C=C2C=CN(C(C2=CC1)=O)CC=1C=C(C(=O)NCC2CCNCC2)C=C(C1)F)F 3-((6-(3-(Difluoromethyl)-1H-pyrazol-4-yl)-1-oxoisoquinolin-2(1H)-yl)methyl)-5-fluoro-N-(piperidin-4-ylmethyl)benzamide